CCCCCCC Normal-Heptan